CC1=C(C(=O)C2=CC=CC=C2)C=CC=C1 2-Methylbenzophenone